FC=1C(=NC(=NC1)NC1=C(C(=CC=C1)S(=O)(=O)C)F)C1=CNC2=C(C=CC=C12)NC([C@H](COC)N1CCNCC1)=O (S)-N-(3-(5-Fluoro-2-(2-fluoro-3-(methylsulfonyl)phenylamino)pyrimidin-4-yl)-1H-indol-7-yl)-3-methoxy-2-(piperazin-1-yl)propanamid